ClC=1C=CC(=C(OC2CCC3(CN(C3)C(=O)N3CC4(C3)NC(OC4)=O)CC2)C1)S(=O)(=O)C 2-[7-(5-chloro-2-methanesulfonyl-phenoxy)-2-azaspiro[3.5]nonane-2-carbonyl]-7-oxa-2,5-diazaspiro[3.4]octan-6-one